methyl (2S)-2-chloropropionate Cl[C@H](C(=O)OC)C